[4-({[4-(4-amino-2-butyl-7-methylthieno[3,2-b]imidazo[4,5-d]pyridin-1-yl)butyl]amino}carbonyl)cyclohexyl]methyl 4-methylbenzenesulfonate CC1=CC=C(C=C1)S(=O)(=O)OCC1CCC(CC1)C(=O)NCCCCN1C(=NC=2C1=C1C(=NC2N)C=C(S1)C)CCCC